tert-butyl 3-(6-(2-cyanopyridin-4-yl)-7H-pyrrolo[2,3-d]pyrimidin-4-yl)-3,8-diazabicyclo[3.2.1]octane-8-carboxylate C(#N)C1=NC=CC(=C1)C1=CC2=C(N=CN=C2N2CC3CCC(C2)N3C(=O)OC(C)(C)C)N1